(R)-3-(4-(5-chloro-3-fluoropyridin-2-yl)-3,6-dioxo-1-(4-(trifluoro-methyl)benzyl)piperazin-2-yl)bicyclo[1.1.1]pentane-1-carboxamide ClC=1C=C(C(=NC1)N1C([C@H](N(C(C1)=O)CC1=CC=C(C=C1)C(F)(F)F)C12CC(C1)(C2)C(=O)N)=O)F